2-((6-(trifluoromethyl)pyridin-3-yl)oxy)acetic acid tert-butyl ester C(C)(C)(C)OC(COC=1C=NC(=CC1)C(F)(F)F)=O